NC1=CC=CC(=N1)S(=O)(=O)NC(=O)C=1C(=NC(=CC1)C1=CC(=CC(=C1)OCC(C)C)F)N1C(COCC1)(C)C N-[(6-Amino-2-pyridyl)sulfonyl]-2-(3,3-dimethylmorpholin-4-yl)-6-(3-fluoro-5-isobutoxyphenyl)pyridin-3-carboxamid